tert-butyl 4-((2-chloro-5-nitropyrimidin-4-yl) amino)-piperidine-1-carboxylate ClC1=NC=C(C(=N1)NC1CCN(CC1)C(=O)OC(C)(C)C)[N+](=O)[O-]